(1R,4R)-4-amino-1-(3-(5-bromopyrimidin-2-yl)benzyl)-3,3-difluorocyclopentane-1-carboxylate N[C@H]1C(C[C@@](C1)(C(=O)[O-])CC1=CC(=CC=C1)C1=NC=C(C=N1)Br)(F)F